C=1N=CN2C1C1=CC=CC=C1C2C2CCC=1C=CC(=CC1C2=O)C#N 7-(5H-imidazo[5,1-a]isoindol-5-yl)-8-oxo-5,6,7,8-tetrahydronaphthalene-2-carbonitrile